(3R)-1-({1-methyl-2-[1-(2,2,2-trifluoroethyl)-1H-indol-2-yl]-1H-benzimidazol-5-yl}carbonyl)-3-piperidinamine CN1C(=NC2=C1C=CC(=C2)C(=O)N2C[C@@H](CCC2)N)C=2N(C1=CC=CC=C1C2)CC(F)(F)F